OC1=C(C=CC(=C1OC)OC)CCC(=O)O 3-(2-hydroxy-3,4-dimethoxyphenyl)propionic acid